ClC=1C=C(COC=2C=C(C=CC2)C2=NC=C(C=N2)COC=2C=CC(=C(C(=O)OC)C2)[N+](=O)[O-])C=CC1 Methyl 5-((2-(3-((3-chlorobenzyl)oxy)phenyl)pyrimidin-5-yl)methoxy)-2-nitrobenzoate